2-((6-(difluoromethoxy)pyridin-3-yl)amino)pyrimidine-4-carboxylic acid FC(OC1=CC=C(C=N1)NC1=NC=CC(=N1)C(=O)O)F